C1(CCCCC1)N1N=C(C=C1C)C 1-cyclohexyl-3,5-dimethyl-1H-pyrazole